C(C)(C)(C)OC(C1=C(N=CC=C1F)CCCCCO)=O 4-fluoro-2-(5-hydroxypentyl)nicotinic acid tert-butyl ester